OC1=CC=C(C=C1)C(C1=C(C=CC=C1)S(=O)(=O)O)C1=CC=C(C=C1)O 2-(di[4-hydroxyphenyl]methyl)benzenesulfonic acid